C(C)(=O)NNC(=O)C=1C=C(C=CC1F)S(=O)(=O)N(C)CC1=CC=C(C=C1)OC 3-(Acetamidocarbamoyl)-4-fluoro-N-[(4-methoxyphenyl)methyl]-N-methyl-benzenesulfonamide